CC1N(CCOC1)C1=CC(NC(=C1)N1C(CN(CC1)S(=O)(=O)C=1N(N=CC1)C)C(F)(F)F)=O 4-(3-methylmorpholin-4-yl)-6-[4-(2-methylpyrazol-3-yl)sulfonyl-2-(trifluoromethyl)piperazin-1-yl]-1H-pyridin-2-one